CC(CCO)C(CC)C 3,4-dimethylhexanol